(2S,3S,4S,5R)-3,4,5-Tribenzyloxy-2-(benzyloxymethyl)-2-hydroxy-6-(4-methylpiperazine-1-yl)-6-oxo-hexanal C(C1=CC=CC=C1)O[C@H]([C@@](C=O)(O)COCC1=CC=CC=C1)[C@@H]([C@H](C(=O)N1CCN(CC1)C)OCC1=CC=CC=C1)OCC1=CC=CC=C1